(4-(triethoxysilyl)phenyl)boronic acid C(C)O[Si](C1=CC=C(C=C1)B(O)O)(OCC)OCC